FC1(CC(C1)(CC1=NN=CN1C)C=1C=C(C=CC1)N1CC2=C(C(=C(C=C2C1=O)C=O)F)C(F)(F)F)F 2-(3-(3,3-difluoro-1-((4-methyl-4H-1,2,4-triazol-3-yl)-methyl)cyclobutyl)phenyl)-6-fluoro-3-oxo-7-(trifluoromethyl)isoindoline-5-carbaldehyde